C(C)(C)(C)OC(=O)N1CC(C(=CC1)C=1C=NC(=CC1)C(NC)=O)(C)C 3',3'-dimethyl-6-(methylcarbamoyl)-3',6'-dihydro-[3,4'-bipyridine]-1'(2'H)-carboxylic acid tert-butyl ester